C(C)(C)(C)NC=1N=C(C=C2C=C(C=NC12)C(F)(F)F)C(CCCC)=O 1-[8-(tert-butylamino)-3-(trifluoromethyl)-1,7-naphthyridin-6-yl]pentan-1-one